C(C1=CC=CC=C1)N1CC=2NC(NC(C2CC1)=O)=O 7-benzyl-5,6,7,8-tetrahydropyrido[3,4-d]pyrimidine-2,4(1H,3H)-dione